tert-Butyl 5-(4-((4-([1,2,4]triazolo[1,5-a]pyridin-7-yloxy)-3-chloro-2-fluorophenyl)amino)-7-methoxypyrido[3,2-d]pyrimidin-6-yl)hexahydropyrrolo[3,4-b]pyrrole-1(2H)-carboxylate N=1C=NN2C1C=C(C=C2)OC2=C(C(=C(C=C2)NC=2C1=C(N=CN2)C=C(C(=N1)N1CC2N(CCC2C1)C(=O)OC(C)(C)C)OC)F)Cl